5-(5-(benzo[c][1,2,5]oxadiazol-5-yl)pyrimidin-2-yl)-2-(isopropylamino)benzonitrile N=1ON=C2C1C=CC(=C2)C=2C=NC(=NC2)C=2C=CC(=C(C#N)C2)NC(C)C